N1=C(C=CC=C1)OC(CCC1SSC=C1)=O 2-pyridyldithiolpropionate